C(=O)(O)C[N+](CCCCCCCCCCCCCCCCCC)(C)C N-(carboxymethyl)-N,N-dimethyl-1-octadecanaminium